1-(PIPERIDIN-4-YLMETHYL)-2-FORMYLIMIDAZOLE HCL Cl.N1CCC(CC1)CN1C(=NC=C1)C=O